C(C)OCC1=C(C=CC=C1)C=1C(=CC=CC1)C=1C=CC=C(C1S(=O)(=O)NC(NC1=CC=CC=C1)=O)N 2'-(ethoxymethyl)-N-(phenylcarbamoyl)-[1,1'-biphenyl]-2-sulfanilamide